FC=1C=C(C=CC1F)C1(OC(=C(C1=O)O[Si](C)(C)C)N)C 2-(3,4-difluorophenyl)-2-methyl-4-trimethylsiloxy-5-amino-3(2H)-furanone